C(C=C)(=O)OC(CC)S(=O)(=O)O acryloyloxypropanesulfonic acid